(S)-3-(2-bromo-4-nitro-1H-imidazole-1-yl)-2-hydroxypropyl butyrate C(CCC)(=O)OC[C@H](CN1C(=NC(=C1)[N+](=O)[O-])Br)O